NC=1N=C(C=C2C=C(N=CC12)NC(=O)[C@H]1[C@@H](C1)C=1C=NN(C1)C)C=1C=NC(=CC1C)COC (1R,2R)-N-(8-amino-6-(6-(methoxymethyl)-4-methylpyridin-3-yl)-2,7-naphthyridin-3-Yl)-2-(1-methyl-1H-pyrazol-4-yl)cyclopropane-1-carboxamide